CCCC(C)C1(C(=O)NC(=S)NC1=O)CC=C The molecule is a member of the class of barbiturates that is 2-thioxodihydropyrimidine-4,6(1H,5H)-dione substituted by a pentan-2-yl and prop-2-en-1-yl group at position 5. It has a role as a sedative. It is a member of barbiturates and an organosulfur compound.